(1R,2S,5R)-1-amino-5-(2-boronoethyl)-2-(((S)-2-((tert-butoxycarbonyl)amino)-3,3-dimethylbutanamido)methyl)cyclohexane-1-carboxylic acid N[C@]1([C@@H](CC[C@H](C1)CCB(O)O)CNC([C@H](C(C)(C)C)NC(=O)OC(C)(C)C)=O)C(=O)O